(E)-3-(5-chloro-2-(4-chloro-1H-1,2,3-triazol-1-yl)phenyl)acrylic acid ClC=1C=CC(=C(C1)/C=C/C(=O)O)N1N=NC(=C1)Cl